C(C)N(C1=NC(=C2C=C3C(=NC(=C3C=C12)N(CC)CC)N(CC)CC)N(CC)CC)CC 1,3,5,7-tetrakis(diethylamino)-2,6-diaza-s-indacene